3-((3-(4-(2-(isobutylsulfonyl)phenoxy)-3-(trifluoromethyl)phenyl)-1,2,4-oxadiazol-5-yl)methyl)-8-(1-methylpyrrolidin-3-yl)-1-(2-morpholinoethyl)-1,3,8-triazaspiro[4.5]decane-2,4-dione C(C(C)C)S(=O)(=O)C1=C(OC2=C(C=C(C=C2)C2=NOC(=N2)CN2C(N(C3(C2=O)CCN(CC3)C3CN(CC3)C)CCN3CCOCC3)=O)C(F)(F)F)C=CC=C1